2-(4-(2-acetyl-5-chlorophenyl)-5-methoxy-2-oxopyridin-1(2H)-yl)-4-(tert-butoxy)-N-(3,4-dihydro-2H-benzo[b][1,4]oxazin-6-yl)butanamide C(C)(=O)C1=C(C=C(C=C1)Cl)C1=CC(N(C=C1OC)C(C(=O)NC1=CC2=C(OCCN2)C=C1)CCOC(C)(C)C)=O